FC1=NN(C2=C1N=C(N=C2N[C@H](CCO)CCC)NC(=O)OC)CC2=C(C=C(C(=O)OC)C=C2)OC (S)-methyl 4-((3-fluoro-7-((1-hydroxyhex-3-yl) amino)-5-((methoxycarbonyl) amino)-1H-pyrazolo[4,3-d]pyrimidin-1-yl) methyl)-3-methoxybenzoate